tert-butyl 3-hydroxy-8-(2,2,2-trifluoroacetyl)-1,8-diazaspiro[4.5]decane-1-carboxylate OC1CN(C2(C1)CCN(CC2)C(C(F)(F)F)=O)C(=O)OC(C)(C)C